4-[(4R,10bS)-2-(8-cyano-5-quinolinyl)-4-methyl-3,4,6,10b-tetrahydro-1H-pyrazino[2,1-a]isoindol-8-yl]piperazine-1-carboxylic acid tert-butyl ester C(C)(C)(C)OC(=O)N1CCN(CC1)C=1C=C2CN3[C@@H](C2=CC1)CN(C[C@H]3C)C3=C1C=CC=NC1=C(C=C3)C#N